1-methyl-1-n-butyl-piperidinium Hydroxide [OH-].C[N+]1(CCCCC1)CCCC